1-((1R,5aS,5bR,7aR,9R,12aS,12bS,14aS)-9-hydroxy-9,12a,14a-trimethylicosahydrodicyclohepta[a,f]naphthalen-1-yl)-2-(5-methyl-2H-tetrazol-2-yl)ethanone O[C@]1(C[C@@H]2[C@@]([C@H]3CC[C@]4([C@H]([C@@H]3CC2)CCCC[C@H]4C(CN4N=C(N=N4)C)=O)C)(CCC1)C)C